2-(2,6-dioxopiperidin-3-yl)-5-(4-((1-(4-((1R,2S)-6-hydroxy-2-phenyl-1,2,3,4-tetrahydronaphthalen-1-yl)phenyl)piperidin-4-yl)methyl)-3,5-dimethylpiperazin-1-yl)isoindoline-1,3-dione O=C1NC(CCC1N1C(C2=CC=C(C=C2C1=O)N1CC(N(C(C1)C)CC1CCN(CC1)C1=CC=C(C=C1)[C@H]1[C@H](CCC2=CC(=CC=C12)O)C1=CC=CC=C1)C)=O)=O